5-(2-amino-[1,2,4]triazolo[1,5-a]pyridin-7-yl)-2-chloronicotinate NC1=NN2C(C=C(C=C2)C=2C=NC(=C(C(=O)[O-])C2)Cl)=N1